ClC1=C(C=C(CNC(C(C)C)=O)C=C1)C=1NC(C=C(N1)C=1C=NC=C(C1)C#CC1CC1)=O N-(4-chloro-3-{4-[5-(cyclopropylethynyl)pyridin-3-yl]-6-oxo-1,6-dihydropyrimidin-2-yl}benzyl)isobutyramide